2-amino-6-fluoro-N-(4-(1-(1-methylpiperidine-4-carbonyl)piperidin-4-yl)pyridin-3-yl)pyrazolo[1,5-a]pyrimidine-3-carboxamide NC1=NN2C(N=CC(=C2)F)=C1C(=O)NC=1C=NC=CC1C1CCN(CC1)C(=O)C1CCN(CC1)C